4-(2,2-dimethylpropylsulfanyl)-2-nitro-aniline CC(CSC1=CC(=C(N)C=C1)[N+](=O)[O-])(C)C